N-(4-((6-((5-cyclopropyl-1-methyl-2-oxo-1,2-dihydropyridin-3-yl)amino)thiazolo[4,5-c]pyridazin-3-yl)oxy)pyridin-2-yl)acetamide C1(CC1)C=1C=C(C(N(C1)C)=O)NC=1SC2=C(N=NC(=C2)OC2=CC(=NC=C2)NC(C)=O)N1